N-(2-(diphenylphosphino)ethyl)-5,6,7,8-tetrahydroquinolinone C1(=CC=CC=C1)P(CCN1C(C=CC=2CCCCC12)=O)C1=CC=CC=C1